C(=O)(O)CN(CCN1CCN(CCN(CCN(CC1)CC(=O)O)CC(=O)O)CC(=O)O)CC(=O)O 7-[2-(bis-carboxymethyl-amino)-ethyl]-4,10-bis-carboxymethyl-1,4,7,10-tetraaza-cyclododec-1-yl-acetic acid